C(#N)C=1C=C(C=CC1F)NC(=NO)C=1C(=NON1)SCCNC(OC(C)(C)C)=O tert-butyl (2-((4-(N-(3-cyano-4-fluorophenyl)-N'-hydroxycarbamimidoyl)-1,2,5-oxadiazol-3-yl)thio)ethyl)carbamate